tert-Butyl 3-[[3-amino-7-(2-fluoro-6-methyl-phenyl)isoquinoline-5-carbonyl]amino]pyrrolidine-1-carboxylate NC=1N=CC=2C=C(C=C(C2C1)C(=O)NC1CN(CC1)C(=O)OC(C)(C)C)C1=C(C=CC=C1C)F